(2-fluoro-3-((2-fluoro-4-iodophenyl)amino)pyridin-4-yl)dimethylphosphine oxide FC1=NC=CC(=C1NC1=C(C=C(C=C1)I)F)P(C)(C)=O